OC=1C=NC2=CC=C(C=C2N1)C(C)N1C[C@@H](N(C[C@H]1C)C=1C=2C(N(C(C1)=O)C)=CN(N2)CC#N)C 2-(7-((2S,5R)-4-(1-(3-hydroxyquinoxalin-6-yl)ethyl)-2,5-dimethylpiperazin-1-yl)-4-methyl-5-oxo-4,5-dihydro-2H-pyrazolo[4,3-b]pyridin-2-yl)acetonitrile